CCC(CCCCC)O octan-3-ol